Hexahydrospiro[cyclopropane-1,2'-pyrrolizine] C1C2(CN3CCCC13)CC2